N1(N=CN=C1)C[C@@]1(C[C@@H](CO1)COC1=C(C=C(C=C1)N1CCN(CC1)C1=CC=C(C(=O)NC2=CC(=C(C=C2)F)F)C=C1)C)C1=C(C=C(C=C1)F)F 4-(4-(4-(((3R,5R)-5-((1H-1,2,4-triazol-1-yl)methyl)-5-(2,4-difluorophenyl)tetrahydrofuran-3-yl)methoxy)-3-methylphenyl)piperazin-1-yl)-N-(3,4-difluorophenyl)benzamide